1-(tert-butyl) 2-methyl (2S,4R)-4-(ethylthio)pyrrolidine-1,2-dicarboxylate C(C)S[C@@H]1C[C@H](N(C1)C(=O)OC(C)(C)C)C(=O)OC